C[C@@H]1O[C@@H](CC(C1)=O)C cis-2,6-dimethyloxan-4-one